C(C1=CC=CC=C1)N1C(C(CC2=CC=CC(=C12)C)C)=O 1-benzyl-3,8-dimethyl-3,4-dihydroquinolin-2(1H)-one